FC=1C(=CC2=C(OC3(CC3)C(N2CC#C)=O)C1)N1C(N(C(=CC1=O)C(F)(F)F)C)=O 3-(7-Fluoro-3-oxo-4-(prop-2-yn-1-yl)-3,4-dihydrospiro[benzo[b][1,4]oxazine-2,1'-cyclopropan]-6-yl)-1-methyl-6-(trifluoromethyl)pyrimidine-2,4(1H,3H)-dione